5-((3R,7R)-9-((R*)-1-(4-(1H-1,2,4-Triazol-1-yl)phenyl)ethyl)-3,7-dimethyl-10-oxo-1,2,3,4,7,8,9,10-octahydropyrido[4',3':3,4]pyrazolo[1,5-a]pyrazine-2-carbonyl)-2-chlorobenzonitrile N1(N=CN=C1)C1=CC=C(C=C1)[C@@H](C)N1C(C=2N([C@@H](C1)C)N=C1C2CN([C@@H](C1)C)C(=O)C=1C=CC(=C(C#N)C1)Cl)=O |o1:11|